FC1=C(C=CC=C1)C=1C=CC2=CN(N=C2C1)C1CN(CCC1)C(C=C)=O 1-(3-(6-(2-fluorophenyl)-2H-indazol-2-yl)piperidin-1-yl)prop-2-en-1-one